COC[Si](Cl)(OC)COC Bis(methoxymethyl)methoxychlorosilane